ClCC(=O)NCC1CCN(CC1)S(=O)(=O)C1=CC(=C(C=C1)F)Cl 2-Chloro-N-((1-((3-chloro-4-fluorophenyl)sulfonyl)piperidin-4-yl)methyl)acetamide